N1C=CC=2C1=NC=C(C2)OC2=C(C(=O)OC(C)(C)C)C=CC(=C2)F tert-butyl 2-(1H-pyrrolo[2,3-b]pyridin-5-yloxy)-4-fluorobenzoate